OCC(C)N1C=NC2=C(C1=O)C=C(N=C2C=2C=NN(C2)C)C2=CC=C(C=C2)C(F)(F)F 3-(1-Hydroxy-prop-2-yl)-8-(1-methyl-1H-pyrazol-4-yl)-6-(4-(trifluoromethyl)phenyl)pyrido[3,4-d]pyrimidin-4(3H)-one